ClC=1C=C(C(=NC1)OC1=CC=2N(C=C1)N=C(N2)C(=O)NC2(CCS(CC2)(=O)=O)C)OCC(F)(F)F 7-((5-Chloro-3-(2,2,2-trifluoroethoxy)pyridin-2-yl)oxy)-N-(4-methyl-1,1-dioxidotetrahydro-2H-thiopyran-4-yl)-[1,2,4]triazolo[1,5-a]pyridine-2-carboxamide